FC1=C(C=CC=C1OC)C=1C(=C2C(=NC(=NN2C1)C=1N(C=CN1)C)NC1CC(C1)OC)C1=NC=CC=C1 (2-fluoro-3-methoxyphenyl)-N-((1r,3r)-3-methoxycyclobutyl)-2-(1-methyl-1H-imidazol-2-yl)-5-(pyridin-2-yl)pyrrolo[2,1-f][1,2,4]triazin-4-amine